4-((2R,3S,4S,5R)-3-(6-(difluoromethyl)-2-hydroxypyridin-3-yl)-4,5-dimethyl-5-(trifluoromethyl)tetrahydrofuran-2-carboxamido)picolinic acid methyl ester COC(C1=NC=CC(=C1)NC(=O)[C@@H]1O[C@]([C@H]([C@H]1C=1C(=NC(=CC1)C(F)F)O)C)(C(F)(F)F)C)=O